FC=1C(=C(C=CC1F)[C@@H]1[C@@H](O[C@]([C@@H]1C)(C(F)(F)F)C)C(=O)NC1=NC=CC(=C1)C(=O)N)OC 2-[[(2R,3r,4r,5r)-3-(3,4-difluoro-2-methoxy-phenyl)-4,5-dimethyl-5-(trifluoromethyl)tetrahydrofuran-2-carbonyl]amino]pyridine-4-carboxamide